(E)-6-cyclohexylhex-2-en-1-ol C1(CCCCC1)CCC/C=C/CO